N1=NC=CC2=CC(=CC=C12)C1=CNC=2N=C(N=CC21)NC2CCC(CC2)N2C(CCC2)=O 1-((1s,4s)-4-((5-(cinnolin-6-yl)-7H-pyrrolo[2,3-d]pyrimidin-2-yl)amino)cyclohexyl)pyrrolidin-2-one